6-(difluoromethoxy)-5-fluoro-N-[(6-methoxypyridazin-4-yl)methyl]pyridine-3-carboxamide FC(OC1=C(C=C(C=N1)C(=O)NCC1=CN=NC(=C1)OC)F)F